4-Benzyl 1-(tert-butyl) (R)-2-((((S)-5,6,7,8-tetrahydroquinolin-8-yl)amino)methyl)piperazine-1,4-dicarboxylate N1=CC=CC=2CCC[C@@H](C12)NC[C@H]1N(CCN(C1)C(=O)OCC1=CC=CC=C1)C(=O)OC(C)(C)C